C1=CC=C(C=C1)C/C=N\NC(=O)N phenylacetaldehyde semicarbazone